FC(OC=1C=C(C=CC1)C(C)N)(F)F 1-[3-(trifluoromethoxy)phenyl]ethylamine